N,N-bis(4-methoxybenzyl)-3-methyl-4-(trifluoromethyl)aniline COC1=CC=C(CN(C2=CC(=C(C=C2)C(F)(F)F)C)CC2=CC=C(C=C2)OC)C=C1